1-((R)-3,3-difluoro-4-((6-fluoro-5-(1-((R)-2-fluoropropyl)-1H-benzo[d][1,2,3]triazol-6-yl)-4-methoxypyrrolo[2,1-f][1,2,4]triazin-2-yl)amino)pyrrolidin-1-yl)ethan-1-one FC1(CN(C[C@H]1NC1=NN2C(C(=N1)OC)=C(C(=C2)F)C=2C=CC1=C(N(N=N1)C[C@@H](C)F)C2)C(C)=O)F